O1C(CCCC1)COC1=C(C(=C(C=C1)B(O)O)F)F 4-tetrahydropyranylmethoxy-2,3-difluorophenylboronic acid